FC(C(NO)=N)(C1=CC=C(C=C1)I)F 2,2-difluoro-N-hydroxy-2-(4-iodophenyl)acetimidamide